tert-butyl 4-(6-methoxypyridazin-3-yl)-3,6-dihydro-2H-pyridine-1-carboxylate COC1=CC=C(N=N1)C=1CCN(CC1)C(=O)OC(C)(C)C